C1(CCCCCC1)OC1=CC=CC(=N1)S(=O)(=O)NC(=O)C=1C(=NC=CC1)N1C(CC(C1)C)(C)C N-[[6-(Cycloheptoxy)-2-pyridyl]sulfonyl]-2-(2,2,4-trimethylpyrrolidin-1-yl)pyridin-3-carboxamid